6-[8-(1,3-benzothiazol-2-ylcarbamoyl)-3,4-dihydro-1H-isoquinolin-2-yl]-3-[1-(cyclohexylmethyl)-5-methyl-pyrazol-4-yl]pyridine-2-carboxylic acid S1C(=NC2=C1C=CC=C2)NC(=O)C=2C=CC=C1CCN(CC21)C2=CC=C(C(=N2)C(=O)O)C=2C=NN(C2C)CC2CCCCC2